(S)-6-(1-amino-1,3-dihydrospiro[indene-2,4'-piperidine]-1'-yl)-3-(1-(2-chloro-5-methylpyridin-3-yl)vinyl)-1H-pyrazole N[C@@H]1C2=CC=CC=C2CC12CCN(CC2)C2=C(C=C(C(=N2)Cl)C(=C)C2=NNC=C2)C